1-vinyl-3-methoxyethoxymethyl-imidazole bis(trifluoromethanesulfonimide) salt [N-](S(=O)(=O)C(F)(F)F)S(=O)(=O)C(F)(F)F.[N-](S(=O)(=O)C(F)(F)F)S(=O)(=O)C(F)(F)F.C(=C)N1CN(C=C1)COCCOC